FC=1C(=NC=C(C1)F)SC=1C=2N(C=C(C1)C=1C=NN(C1C)[C@@H]1CN(CCC1)C)N=CC2C#N (S)-4-((3,5-difluoropyridin-2-yl)thio)-6-(5-methyl-1-(1-methylpiperidin-3-yl)-1H-pyrazol-4-yl)pyrazolo[1,5-a]pyridine-3-carbonitrile